2,2-bis(4-hydroxy-3-methylphenyl)cyclohexaneN OC1=C(C=C(C=C1)C1(C=CCCC1)C1=CC(=C(C=C1)O)C)C